pyrazino[2,1-a]isoindol C1=NC=CN2C1=C1C=CC=CC1=C2